2-(phosphonooxy)-ethyl methacrylate C(C(=C)C)(=O)OCCOP(=O)(O)O